butyric acid indium [In].C(CCC)(=O)O